N-(2,2-difluoropropyl)-1,2,4-oxadiazole-5-carboxamide FC(CNC(=O)C1=NC=NO1)(C)F